FC1(CCN(CC1)C=1C=C(C=CC1OC)NC(C1=C(C=C(C=C1)NS(=O)(=O)CC)N1CC2CC2(CC1)C)=O)F N-(3-(4,4-difluoropiperidin-1-yl)-4-methoxyphenyl)-4-(ethylsulfonamido)-2-(6-methyl-3-azabicyclo[4.1.0]heptan-3-yl)benzamide